ClC=1N(N=C2C=CC(=C(C12)Cl)C1=NNC=2N=C(N(C(C21)=O)C)N2[C@H]1[C@@H](C[C@@H]2CC1)NC(C)C)C 3-(3,4-Dichloro-2-methyl-2H-indazol-5-yl)-6-((1R,2R,4S)-2-(isopropylamino)-7-azabicyclo[2.2.1]heptan-7-yl)-5-methyl-1,5-dihydro-4H-pyrazolo[3,4-d]pyrimidin-4-one